OC1=CC=C(C=C1)C1C2=CC=CC=C2C=2C=CC(=CC12)C1=CC=C(C=C1)O 9,2-bis(4-hydroxyphenyl)fluorene